N-(4-(4-amino-7-cyano-3-(3-fluoro-4-((1-methyl-1H-pyrazol-3-yl)oxy)phenyl)-1-methyl-1H-pyrrolo[3,2-c]pyridin-2-yl)-3-fluorophenyl)methacrylamide NC1=NC=C(C2=C1C(=C(N2C)C2=C(C=C(C=C2)NC(C(=C)C)=O)F)C2=CC(=C(C=C2)OC2=NN(C=C2)C)F)C#N